5-chloro-2-(2,4,6,7-tetrahydropyrazolo[4,3-c]pyridin-5-yl)oxazolo[4,5-b]pyridine ClC1=CC=C2C(=N1)N=C(O2)N2CC=1C(CC2)=NNC1